ClC=1C=C(C=CC1)NC(N(C)[C@H](C)C1=CNC(C2=C(C(=CC=C12)F)F)=O)=O |r| Racemic-3-(3-chlorophenyl)-1-(1-(7,8-difluoro-1-oxo-1,2-dihydroisoquinolin-4-yl)ethyl)-1-methylurea